(1R,2R,4S,6S)-2-(hydroxymethyl)-2-(methoxymethyl)-6-(trifluoromethyl)quinuclidin-3-one OC[C@@]1(N2[C@@H](C[C@@H](C1=O)CC2)C(F)(F)F)COC